3-(4-fluoro-2-methoxy-phenoxy)-6-methyl-N-(3-methylsulfonylphenyl)pyridazine-4-carboxamide FC1=CC(=C(OC=2N=NC(=CC2C(=O)NC2=CC(=CC=C2)S(=O)(=O)C)C)C=C1)OC